4-(4-(carboxymethyl)-2,5-dihydroxybenzoylamino)benzoic acid C(=O)(O)CC1=CC(=C(C(=O)NC2=CC=C(C(=O)O)C=C2)C=C1O)O